ClC1=NC2=CC(=CC=C2C=C1C=O)C 2-chloro-7-methylquinoline-3-carbaldehyde